cobaltic hydroxide [Co](O)(O)O